The molecule is a 3beta-hydroxy steroid that is 5beta-cholestane containing a double bond between positions 7 and 8, and substituted by an oxo group at position 6 and by hydroxy groups at the 3beta and 14alpha positions. It is a 3beta-hydroxy steroid, a 14alpha-hydroxy steroid, a 6-oxo steroid and an enone. It derives from an ecdysone. It derives from a hydride of a 5beta-cholestane. C[C@H](CCCC(C)C)[C@H]1CC[C@@]2([C@@]1(CC[C@H]3C2=CC(=O)[C@H]4[C@@]3(CC[C@@H](C4)O)C)C)O